Chloroproline ClN1[C@@H](CCC1)C(=O)O